benzyl-5-(2-nitrophenyl)-2-(4-(trifluoromethyl)phenyl)Azole-4-carboxamide monon-hexyl-maleate C(CCCCC)OC(\C=C/C(=O)O)=O.C(C1=CC=CC=C1)C1=C(NC(=C1C(=O)N)C1=C(C=CC=C1)[N+](=O)[O-])C1=CC=C(C=C1)C(F)(F)F